tert-butyl 7-[(1s,3s,4s)-2-(tert-butoxycarbonyl)-5-oxo-2-azabicyclo[2.2.2]octane-3-carbonyl]-2,7-diazaspiro[3.5]nonane-2-carboxylate C(C)(C)(C)OC(=O)N1[C@@H]2CC([C@H]([C@H]1C(=O)N1CCC3(CN(C3)C(=O)OC(C)(C)C)CC1)CC2)=O